C(CCC)N1CC(O[Sn]2(OC(C1)C)OC(CN(CC(O2)C)CCCC)C)C 4,12-Di-n-butyl-2,6,10,14-tetramethyl-1,7,9,15-tetraoxa-4,12-diaza-8-stannaspiro[7.7]pentadecan